BrC=1C=CC=2N(C1)N=C(N2)C2=CC(=CC=C2)Br 6-bromo-2-(3-bromophenyl)-[1,2,4]triazolo[1,5-a]pyridine